ethyl 1-(4-(cyanomethyl) benzyl)-5-cyclopropyl-1H-pyrazole-4-carboxylate C(#N)CC1=CC=C(CN2N=CC(=C2C2CC2)C(=O)OCC)C=C1